OC[C@@H](CC(C)C)NC1=NC(=NC(=N1)C[C@@H](C)C1=CC(=C(C(=C1)F)F)F)NS(=O)(=O)C N-(4-(((R)-1-Hydroxy-4-methylpentan-2-yl)amino)-6-((R)-2-(3,4,5-trifluorophenyl)propyl)-1,3,5-triazin-2-yl)methanesulfonamide